N1(C=NC=C1)CC=1C=C(C=CC1)NC=1N=CC2=C(N1)CN(CC2)C2=C(C1=C(OCCN1C(=O)OC(C)(C)C)N=C2)C tert-butyl 7-[2-({3-[(1H-imidazol-1-yl)methyl]phenyl}amino)-5H,6H,7H,8H-pyrido[3,4-d]pyrimidin-7-yl]-8-methyl-1H,2H,3H-pyrido[2,3-b][1,4]oxazine-1-carboxylate